FC(OC1=CC2=C(N=C(O2)C=2C(=C(C=CC2)C2=C(C(=CC=C2)C=2OC3=C(N2)CCC3)C)C)C=C1CN1[C@@H](CCC1)C(=O)O)F ((6-(difluoromethoxy)-2-(3'-(5,6-dihydro-4H-cyclopenta[d]oxazol-2-yl)-2,2'-dimethyl-[1,1'-biphenyl]-3-yl)benzo[d]oxazol-5-yl)methyl)proline